N[C@@H]1[C@H](C2CCC1CC2)C(=O)OCC ethyl (2S,3S)-3-aminobicyclo[2.2.2]octane-2-carboxylate